4-(5-bromo-3-fluoropyridin-2-yl)-1-methyl-1H-1,2,3-triazole-5-carboxylic acid BrC=1C=C(C(=NC1)C=1N=NN(C1C(=O)O)C)F